monomethylphenyl ether CC1=CC=C(C=C1)OC1=CC=C(C=C1)C